cyano-3-((trimethylsilyl)oxy)-8-azabicyclo[3.2.1]octane-8-carboxylic acid tert-butyl ester C(C)(C)(C)OC(=O)N1C2(CC(CC1CC2)O[Si](C)(C)C)C#N